CC(CN1N=CC(=C1)C1=NC(=NC=C1C(F)(F)F)NC1CCN(CC1)S(=O)(=O)CCCN1CCCC1)(C)O 2-Methyl-1-(4-(2-((1-((3-(pyrrolidin-1-yl)propyl)sulfonyl)piperidin-4-yl)amino)-5-(trifluoromethyl)pyrimidin-4-yl)-1H-pyrazol-1-yl)propan-2-ol